6-[5-[[5-[[[3-ethyl-5-[(2S)-2-(2-hydroxyethyl)-1-piperidyl]pyrazolo[1,5-a]pyrimidin-7-yl]amino]methyl]-2-pyridyl]oxy]pentoxy]-5-fluoro-pyridine-2-carbonitrile C(C)C=1C=NN2C1N=C(C=C2NCC=2C=CC(=NC2)OCCCCCOC2=C(C=CC(=N2)C#N)F)N2[C@@H](CCCC2)CCO